ClC1=CC2=C(S1)C1(CC(NC(C1)C)C=1N=NN(C1)CC1=CC=C(C=C1)CO)OCC2O 2-chloro-2'-[1-[[4-(hydroxymethyl)phenyl]methyl]triazol-4-yl]-6'-methyl-spiro[4,5-dihydrothieno[2,3-c]pyran-7,4'-piperidine]-4-ol